FC=1C=C(C=CC1F)[C@H]1[C@@H](C1)N[C@@H]1CC[C@H](CC1)N (trans)-N1-((1R,2S)-2-(3,4-difluorophenyl)cyclopropyl)cyclohexane-1,4-diamine